(R)-5-difluoromethyl-6-(2-ethoxymethoxy-4-ethynylphenyl)-N-(1-methylpiperidin-3-yl)pyridazin-3-amine FC(C=1C=C(N=NC1C1=C(C=C(C=C1)C#C)OCOCC)N[C@H]1CN(CCC1)C)F